[13C]12(CC3CC(CC(C1)C3)C2)O (E)-adamantan-1-ol-13C